C(#N)C(C)(C)NC(C(=O)N1[C@@H]([C@@H]2[C@H](C1)CCC2)C(=O)N[C@@H](C[C@H]2C(NCC2)=O)C(COC(F)(F)F)=O)=O (1S,3aR,6aS)-2-(2-((2-cyanopropan-2-yl)amino)-2-oxoacetyl)-N-((S)-3-oxo-1-((S)-2-oxopyrrolidin-3-yl)-4-(trifluoromethoxy)butan-2-yl)octahydrocyclopenta[c]pyrrole-1-carboxamide